CC1=C2C=CC(C2=C(C=2CCCC12)C)[Hf]C1C=CC2=C(C=3CCCC3C(=C12)C)C bis(4,8-dimethyl-1,5,6,7-tetrahydro-s-indacen-1-yl)hafnium